tert-butyl (S)-2-(8-amino-1-(4-((4-(trifluoromethyl)benzyl)oxy)phenyl)imidazo[1,5-a]pyrazin-3-yl)pyrrolidine-1-carboxylate NC=1C=2N(C=CN1)C(=NC2C2=CC=C(C=C2)OCC2=CC=C(C=C2)C(F)(F)F)[C@H]2N(CCC2)C(=O)OC(C)(C)C